FC(C)(F)C1=CC=CC(=N1)C(=O)NC1=CC2=CN(N=C2C=C1OC)C1CCC(CC1)C=O 6-(1,1-difluoroethyl)-N-{6-methoxy-2-[(1r,4r)-4-formylcyclohexyl]-2H-indazol-5-yl}pyridine-2-carboxamide